(2R,3R,4R,5R)-2-(acetoxymethyl)-5-(6-hydroxy-9H-purin-9-yl)tetrahydrofuran-3,4-diyl diacetate C(C)(=O)O[C@@H]1[C@H](O[C@H]([C@@H]1OC(C)=O)N1C2=NC=NC(=C2N=C1)O)COC(C)=O